C1(CC1)C(=O)N1C(C2=NC=CC=C2C1)(C)C 6-(cyclopropylcarbonyl)-7,7-dimethyl-6,7-dihydro-5H-pyrrolo[3,4-b]pyridine